tert-butylglycine NC(C(C)(C)C)C(=O)O